5-((1S,5R)-1-(4-methyl-5-((1-methylpiperidin-4-yl)methyl)-4H-1,2,4-triazol-3-yl)-5-(trifluoromethyl)-3-azabicyclo[3.1.0]hexane-3-yl)quinoline-8-carbonitrile CN1C(=NN=C1CC1CCN(CC1)C)[C@@]12CN(C[C@]2(C1)C(F)(F)F)C1=C2C=CC=NC2=C(C=C1)C#N